cyclohexylmethyl-carbonic acid C1(CCCCC1)COC(O)=O